6-chloro-8-(4-(4-(2-methoxyethoxy)phenyl)piperazin-1-yl)-2-(5-methylfuran-2-yl)-9-(tetrahydro-2H-pyran-2-yl)-9H-purine ClC1=C2N=C(N(C2=NC(=N1)C=1OC(=CC1)C)C1OCCCC1)N1CCN(CC1)C1=CC=C(C=C1)OCCOC